N-((1H-imidazol-5-yl)methyl)-4-(1-propionylindol-5-yl)benzamide N1C=NC=C1CNC(C1=CC=C(C=C1)C=1C=C2C=CN(C2=CC1)C(CC)=O)=O